4-(4-(hydroxymethyl)-3-methoxyphenoxy)butanamide tert-butyl-4-(4-(5-(benzyloxy)-6-cyano-4-methylpyridin-3-yl)-1H-pyrazol-1-yl)piperidine-1-carboxylate C(C)(C)(C)OC(=O)N1CCC(CC1)N1N=CC(=C1)C=1C=NC(=C(C1C)OCC1=CC=CC=C1)C#N.OCC1=C(C=C(OCCCC(=O)N)C=C1)OC